C(CCCCC)C(C(=O)[O-])(C(=O)[O-])CCCCCC.[Li+].[Na+] sodium lithium 2,2-dihexylmalonate